2-(4-aminopiperidin-1-yl)-N-{[2-(2,1,3-benzoxadiazol-5-yl)phenyl]methyl}-9-isopropylpurin-6-amine NC1CCN(CC1)C1=NC(=C2N=CN(C2=N1)C(C)C)NCC1=C(C=CC=C1)C1=CC=2C(=NON2)C=C1